3-(4,6-dichloropyrimidin-2-yl)tetrahydrofuran-3-ol ClC1=NC(=NC(=C1)Cl)C1(COCC1)O